C(CC(=O)OCC1=CC(=C(C(=C1)C(C)(C)C)O)C(C)(C)C)(=O)OCCCC butyl (3,5-di-tert-butyl-4-hydroxybenzyl) malonate